2-bromo-6-(3-(piperazin-1-yl)isoxazol-5-yl)phenol hydrobromide Br.BrC1=C(C(=CC=C1)C1=CC(=NO1)N1CCNCC1)O